(benzothiazol-2-yl)pentan-3-ol S1C(=NC2=C1C=CC=C2)CCC(CC)O